ALUMINIUM(III) OXID [O-2].[Al+3].[O-2].[O-2].[Al+3]